OC1=C(C[C@H](N(C1)[C@@H](C)C1=CC=CC=C1)C)C(=O)OCC ethyl (2R)-5-hydroxy-2-methyl-1-[(1S)-1-phenylethyl]-3,6-dihydro-2H-pyridine-4-carboxylate